(4-(2-(Ethylamino)ethoxy)phenyl)(6-methoxy-2-(4-methoxyphenyl)benzo[b]thiophen-3-yl)methanone C(C)NCCOC1=CC=C(C=C1)C(=O)C=1C2=C(SC1C1=CC=C(C=C1)OC)C=C(C=C2)OC